4-chloro-1-methoxy-2,6-dimethylindan ClC1=C2CC(C(C2=CC(=C1)C)OC)C